ClCCC1CCCCCO1 7-(2-chloroethyl)oxepan